C(=O)(O)C1=CC=C(C=N1)N1CCN(CC1)C(=O)O 4-(6-carboxypyridin-3-yl)piperazine-1-carboxylic acid